NC1=C(C(=C(C=C1)C=1C(=C2C(=NC1)NC[C@]21C[C@@](CC1)(C(=O)N)CC)Cl)F)C(N(C)C)=O (1R,3R)-5'-(4-Amino-3-(dimethylcarbamoyl)-2-fluorophenyl)-4'-chloro-3-ethyl-1',2'-dihydrospiro[cyclopentane-1,3'-pyrrolo[2,3-b]pyridine]-3-carboxamide